C1(CCCCC1)CNC(OC1=CC(=C(C=C1)OC)C=1C=NC=C(C1)C1=NN=NN1)=O 3-(5-(1H-tetrazol-5-yl)pyridin-3-yl)-4-methoxyphenyl (cyclohexylmethyl)carbamate